CNC1=CC=C(C=C1)CO [4-(methylamino)phenyl]methanol